CN(CCCNC(C(=C)C)=O)C N-[3-(dimethylamino)propyl]-methacrylamide